Isoxazol-4-amine O1N=CC(=C1)N